6-(4-morpholinophenylamino)-6-oxohexylcarbamic acid benzyl ester C(C1=CC=CC=C1)OC(NCCCCCC(=O)NC1=CC=C(C=C1)N1CCOCC1)=O